3-((4-chlorophenyl)thio)-3-fluoro-N-phenylacrylamide ClC1=CC=C(C=C1)SC(=CC(=O)NC1=CC=CC=C1)F